2-(3-chlorophenyl)-3-ethylpyridine ClC=1C=C(C=CC1)C1=NC=CC=C1CC